N1(N=NC=C1)CC(=O)NN 2-(1H-1,2,3-triazol-1-yl)acethydrazide